5-chloro-2-methyl-4-isothiazoline ClC1=CCN(S1)C